(S,6S)-N'-(((S)-2-fluoro-1,2,3,5,6,7-hexahydro-s-indacen-4-yl)carbamoyl)-6-methyl-6,7-dihydro-5H-pyrazolo[5,1-b][1,3]oxazine-3-sulfonimidamide F[C@H]1CC2=CC=3CCCC3C(=C2C1)NC(=O)N=[S@@](=O)(N)C=1C=NN2C1OC[C@H](C2)C